2-(1-(4-methoxybenzyl)-3-(trifluoromethyl)-1H-1,2,4-triazol-5-yl)-6-(methylsulfanyl)imidazo[1,2-a]pyrimidine COC1=CC=C(CN2N=C(N=C2C=2N=C3N(C=C(C=N3)SC)C2)C(F)(F)F)C=C1